7-bromo-3-(dimethylamino)-1-benzothiophene-2-carboxylic acid BrC1=CC=CC=2C(=C(SC21)C(=O)O)N(C)C